ClC(C1(CC(=NO1)C1=CC=C(C=C1)C=1C=NN(C1)C)O)(F)F 5-[chloro(difluoro)methyl]-3-[4-(1-methylpyrazol-4-yl)phenyl]-4H-1,2-oxazol-5-ol